N-methyl-N-hexadecylhexadecylamine CN(CCCCCCCCCCCCCCCC)CCCCCCCCCCCCCCCC